2-oxo-1H-pyrazine-3-carboxamide O=C1NC=CN=C1C(=O)N